N,N-dimethyl-N-octyl-1-octanaminium chloride [Cl-].C[N+](CCCCCCCC)(CCCCCCCC)C